N-[5-(5-bromo-1H-benzimidazol-2-yl)-1-[(4-methoxyphenyl)methyl]-pyrazol-3-yl]-3-chloro-4-(2-hydroxyethoxy)benzamide BrC1=CC2=C(NC(=N2)C2=CC(=NN2CC2=CC=C(C=C2)OC)NC(C2=CC(=C(C=C2)OCCO)Cl)=O)C=C1